ClC=1C(=CC2=C(N(C[C@H](N(S2(=O)=O)C)CCC(C)(F)F)C2=CC=CC=C2)N1)OC (R)-7-chloro-3-(3,3-difluorobutyl)-8-methoxy-2-methyl-5-phenyl-2,3,4,5-tetrahydropyrido[2,3-f][1,2,5]thiadiazepine 1,1-dioxide